(R)-3-((3-((1-((benzyloxy)carbonyl)pyrroline-3-yl)oxy)-3-oxopropyl)amino)-7-(trifluoromethoxy)benzo[e][1,2,4]triazine-1-oxide C(C1=CC=CC=C1)OC(=O)N1C=C(CC1)OC(CCNC=1N=[N+](C2=C(N1)C=CC(=C2)OC(F)(F)F)[O-])=O